C(C)(C)(C)OC(=O)N(C1(CC(C1)(F)F)C(=O)O)C 1-{[{tert-butoxy}carbonyl](methyl)amino}-3,3-difluorocyclobutane-1-carboxylic acid